N-(2-hydroxyethyl)-N-methylaniline CN(CCO)C1=CC=CC=C1